ClC1=NC(=NC(=N1)C1=CC=CC=2OC3=C(C21)C=CC=C3)C3=CC=CC=C3 2-chloro-4-(1-dibenzofuranyl)-6-phenyl-1,3,5-triazine